4-[5-[5-Chloro-6-(1-methylethoxy)-3-pyridinyl]-1,2,4-oxadiazol-3-yl]-1H-indole-1-butanoic acid ClC=1C=C(C=NC1OC(C)C)C1=NC(=NO1)C1=C2C=CN(C2=CC=C1)CCCC(=O)O